ethyl 2-(4-bromophenyl)-2-diazo-acetate BrC1=CC=C(C=C1)C(C(=O)OCC)=[N+]=[N-]